FC1([C@@H](N(C[C@H](C1)C)C(C(=O)NC=1C=C(C(=NC1)NC(OC(C)(C)C)=O)C)=O)C1=CC=C(C=C1)F)F tert-butyl N-[5-[[2-[(2S,5S)-3,3-difluoro-2-(4-fluorophenyl)-5-methyl-1-piperidyl]-2-oxo-acetyl]amino]-3-methyl-2-pyridyl]carbamate